S(O)(O)(=O)=O.C(C)N1CN(C=C1)C 1-ethyl-3-methylimidazole bisulfate salt